methyl (Z)-1-(4-amino-2-fluorobut-2-en-1-yl)-2-methyl-4-(4-(morpholinosulfonyl)phenyl)-1H-benzo[d]imidazol-6-carboxylate hydrochloride Cl.NC\C=C(\CN1C(=NC2=C1C=C(C=C2C2=CC=C(C=C2)S(=O)(=O)N2CCOCC2)C(=O)OC)C)/F